COC(=O)C1=C(C(=C(C=2N(N=NC21)COCC[Si](C)(C)C)Cl)F)N 5-amino-7-chloro-6-fluoro-1-((2-(trimethylsilyl)ethoxy)methyl)-1H-benzo[d][1,2,3]Triazole-4-carboxylic acid methyl ester